(S)-3-hydroxy-N-((3S,5R,8R,9S,10S,13R,14S,17R)-14-hydroxy-10,13-dimethyl-17-(2-oxo-2H-pyran-5-yl)hexadecahydro-1H-cyclopenta[a]phenanthren-3-yl)pyrrolidine-1-carboxamide O[C@@H]1CN(CC1)C(=O)N[C@H]1CC[C@@]2([C@H]3CC[C@@]4([C@H](CC[C@@]4([C@@H]3CC[C@@H]2C1)O)C=1C=CC(OC1)=O)C)C